CC(CC(C(=O)[O-])N1C(CCC1=O)=O)(C)SC1=NC=CC=C1 4-methyl(succinimidyl 4-(2-pyridylthio)pentanoate)